Diphenyl(p-sulfonatophenyl)phosphine monohydrate O.C1(=CC=CC=C1)P(C1=CC=C(C=C1)S(=O)(=O)[O-])C1=CC=CC=C1